perfluorophenyl 7-chloro-2,4-dimethyl-2-(1-(2,2,2-trifluoroethyl)piperidin-4-yl)benzo[d][1,3]dioxole-5-carboxylate ClC1=CC(=C(C2=C1OC(O2)(C2CCN(CC2)CC(F)(F)F)C)C)C(=O)OC2=C(C(=C(C(=C2F)F)F)F)F